N1=C(C=CC=C1)CCN(C([O-])=O)C(C(Cl)(Cl)Cl)N1N=CC=2C1=NC=NC2O 2-(pyridin-2-yl)-ethyl-(2,2,2-trichloro-1-(4-hydroxy-1H-pyrazolo[3,4-d]pyrimidin-1-yl)-ethyl)-carbamate